[C@H]12[C@H](C[C@H](CC1)O2)C(=O)O |r| rac-(1r,2s,4s)-7-oxabicyclo[2.2.1]heptane-2-carboxylic acid